N-[(6-Amino-2-pyridyl)sulfonyl]-6-(2-methoxy-3-pyridyl)-2-(2,2,4-trimethylpyrrolidin-1-yl)pyridin-3-carboxamid NC1=CC=CC(=N1)S(=O)(=O)NC(=O)C=1C(=NC(=CC1)C=1C(=NC=CC1)OC)N1C(CC(C1)C)(C)C